N-(2-hydroxy-5-(6-(2-morpholino-4-(trifluoromethyl)phenyl)-1-oxo-3,4-dihydroisoquinolin-2(1H)-yl)phenyl)methanesulfonamide OC1=C(C=C(C=C1)N1C(C2=CC=C(C=C2CC1)C1=C(C=C(C=C1)C(F)(F)F)N1CCOCC1)=O)NS(=O)(=O)C